C(C)(C)(C)OC(NC(COC1=CC(=C(C=C1)C)C(NC1(CC1)C1=C2C=CC=NC2=CC(=C1)O)=O)C)=O tert-Butyl(1-(3-((1-(7-hydroxyquinolin-5-yl)cyclopropyl)carbamoyl)-4-methylphenoxy)propan-2-yl)carbamate